C(C1=CC=CC=C1)O[C@@H](C)[C@H]1N(S(C2=C(N(C1)C1=CC=CC=C1)C=C(C(=C2)Br)Cl)(=O)=O)C (S)-3-((S)-1-(benzyloxy)ethyl)-8-bromo-7-chloro-2-methyl-5-phenyl-2,3,4,5-tetrahydrobenzo[f][1,2,5]thiadiazepine 1,1-dioxide